BrC1=CN=C(S1)C(CN1OC(=CC1)C1=C(C=C(C=C1)F)F)(C)C=1C=NN(C1)C N-[2-(5-bromothiazol-2-yl)-2-(1-methylpyrazol-4-yl)propyl]-5-(2,4-difluorophenyl)isoxazole